ClC1=NC=CC(=C1Cl)C=1N=CC(=NC1C)N1CCC(CC1)(N)C (5-(2,3-dichloropyridin-4-yl)-6-methylpyrazin-2-yl)-4-methylpiperidin-4-amine